C(C)C=1C=C(C=CC1C(=O)N1CCN(CC1)C(=O)C1CCN(CC1)C)NC(=O)C=1N(C(=CN1)C=1C(=NN(C1)CC=1C=NC=CC1)C(F)(F)F)C N-[3-ethyl-4-[4-(1-methylpiperidine-4-carbonyl)piperazine-1-carbonyl]phenyl]-1-methyl-5-[1-(pyridin-3-ylmethyl)-3-(trifluoromethyl)pyrazol-4-yl]imidazole-2-carboxamide